[Pb](I)Br.C(=N)N formamidine lead bromide iodide